(1R,2S,5S)-N-((S)-1-cyano-2-((S)-2-oxopyrrolidin-3-yl)ethyl)-6,6-dimethyl-3-(2-(4-(trifluoromethoxy)-phenoxy)acetyl)-3-azabicyclo[3.1.0]hexane-2-carboxamide C(#N)[C@H](C[C@H]1C(NCC1)=O)NC(=O)[C@@H]1[C@H]2C([C@H]2CN1C(COC1=CC=C(C=C1)OC(F)(F)F)=O)(C)C